3-(4-trifluoromethylphenyl)acrylamide tert-butyl-(1R,5S)-6-(4-bromo-3-fluorobenzoyl)-3,6-diazabicyclo[3.1.1]heptane-3-carboxylate C(C)(C)(C)OC(=O)N1C[C@@H]2N([C@H](C1)C2)C(C2=CC(=C(C=C2)Br)F)=O.FC(C2=CC=C(C=C2)C=CC(=O)N)(F)F